C(#N)C=1C(=NC(=C(C1CC)C#N)N1CCC(CC1)=O)SC(C(=O)N)C1=CC=C(C=C1)F 2-((3,5-dicyano-4-ethyl-6-(4-oxopiperidin-1-yl)pyridin-2-yl)thio)-2-(4-fluorophenyl)acetamide